ethyl 2-(5-methyl-2H-tetrazol-2-yl)acetate CC=1N=NN(N1)CC(=O)OCC